2-(difluoromethoxy)-N-ethyl-6-methoxy-4-[4-(1-methylpyrazol-4-yl)-2-nitro-anilino]benzamide Methyl-6-cyclopropylimidazo[1,2-b]pyridazine-2-carboxylate COC(=O)C=1N=C2N(N=C(C=C2)C2CC2)C1.FC(OC1=C(C(=O)NCC)C(=CC(=C1)NC1=C(C=C(C=C1)C=1C=NN(C1)C)[N+](=O)[O-])OC)F